4,4-difluoro-N-(quinoxalin-6-yl)butanamide FC(CCC(=O)NC=1C=C2N=CC=NC2=CC1)F